3-(2,4-difluorophenyl)-2-methyl-5-(4-(trifluoromethyl)phenyl)pyrazolo[1,5-a]pyrimidin-7-ol sodium [Na].FC1=C(C=CC(=C1)F)C=1C(=NN2C1N=C(C=C2O)C2=CC=C(C=C2)C(F)(F)F)C